6-(4-aminophenyl)-2-ethyl-5-methyl-4,5-dihydropyridazin-3(2H)-one NC1=CC=C(C=C1)C=1C(CC(N(N1)CC)=O)C